2-(4-methoxypiperidin-1-yl)-N-(6-methyl-5-((1-methyl-6-((1-methyl-1H-pyrazol-4-yl)amino)-1H-pyrazolo[3,4-d]pyrimidin-3-yl)amino)pyridin-3-yl)acetamide COC1CCN(CC1)CC(=O)NC=1C=NC(=C(C1)NC1=NN(C2=NC(=NC=C21)NC=2C=NN(C2)C)C)C